BrC=1C=C2C(=NN(C2=CC1)C1OCCCC1)C#N 5-bromo-1-tetrahydropyran-2-yl-indazole-3-carbonitrile